FC(COC1=C(C=C(C(=N1)OC)NS(=O)(=O)C1=CN=C2N1CC(C2)C)F)F N-[6-(2,2-difluoroethoxy)-5-fluoro-2-methoxy-3-pyridyl]-6-methyl-6,7-dihydro-5H-pyrrolo[1,2-a]imidazole-3-sulfonamide